2-[[(1R)-1-[2-(4,4-Difluoro-1-piperidyl)-3,6-dimethyl-4-oxo-chromen-8-yl]ethyl]amino]benzoic acid FC1(CCN(CC1)C=1OC2=C(C=C(C=C2C(C1C)=O)C)[C@@H](C)NC1=C(C(=O)O)C=CC=C1)F